C(C)(C)(C)OC(=O)N1CC2(CC1)CCN(CC2)C=2C1=C(N=C(N2)C=2C(=NN(C2)COCC[Si](C)(C)C)C)C=NC(=C1)C=O 8-(6-formyl-2-(3-methyl-1-((2-(trimethylsilyl)ethoxy)methyl)-1H-pyrazol-4-yl)pyrido[3,4-d]Pyrimidin-4-yl)-2,8-diazaspiro[4.5]Decane-2-carboxylic acid tert-butyl ester